1-(4-Methyl-5,7-dihydro-6H-pyrrolo[3,4-c]pyridazin-6-yl)-2-(1-(2-(trifluoromethyl)pyridin-4-yl)azetidin-3-yl)ethan-1-one CC=1C2=C(N=NC1)CN(C2)C(CC2CN(C2)C2=CC(=NC=C2)C(F)(F)F)=O